C1(=CC=CC=C1)C1=CC2=C(SC3=C2C=C(C=C3)C3=CC=CC=C3)C(=C1)C=1C=C(C=CC1)C1=CC(=CC=C1)C1=CN=C3C(=N1)OC=1C3=C3C=CC=CC3=C3C=CC=CC31 11-{3'-[2,8-diphenyldibenzothiophen-4-yl]biphenyl-3-yl}phenanthro[9',10':4,5]furo[2,3-b]pyrazine